(3S*,4R*)-4-(3,5-difluoropyridin-4-yl)-2-oxopyrrolidine-3-carboxylic acid methyl ester COC(=O)[C@@H]1C(NC[C@H]1C1=C(C=NC=C1F)F)=O |o1:4,8|